5-Bromospiro[benzo[d][1,3]dioxane-2,1'-cyclobutane] BrC1=CC=CC=2OC3(CCC3)OCC21